N-(dimethylamino)maleimide CN(N1C(C=CC1=O)=O)C